N-(pyrimidin-2-yl)benzenesulfonamide N1=C(N=CC=C1)NS(=O)(=O)C1=CC=CC=C1